C(CCCCCCCCCCCCCCC)O[C@@]1([C@@H](O[C@@H]([C@H]1O)CO)N1C=NC=2C(=O)NC(N)=NC12)O 2'-hexadecyloxyguanosine